NC1=NC=2C=CC(=CC2C2=C1C=NN2C)C(=O)N(N(C(=O)[C@H]2OCC2)C)CC2=C(C=C(C=C2)C(F)(F)F)F 4-amino-N-[[2-fluoro-4-(trifluoromethyl)phenyl]methyl]-N',1-dimethyl-N'-[(2S)-oxetane-2-carbonyl]pyrazolo[4,3-c]quinoline-8-carbohydrazide